Zinc monomethacrylate C(C(=C)C)(=O)[O-].[Zn+]